(2-morpholinoethoxy)-2',3'-dihydrospiro[cyclopropane-1,4'-pyrido[2,3-b][1,4,5]oxathiazepine] 1',1'-dioxide O1CCN(CC1)CCON1S(C2=C(OC3(C1)CC3)N=CC=C2)(=O)=O